tin-copper-titanium [Ti].[Cu].[Sn]